2-[5-ethylsulfonyl-6-[3-methyl-4-oxo-5-(2,2,2-trifluoroethyl)-6-(trifluoromethyl)imidazo[4,5-c]pyridin-2-yl]-3-pyridyl]-2-methyl-propanenitrile C(C)S(=O)(=O)C=1C=C(C=NC1C1=NC2=C(C(N(C(=C2)C(F)(F)F)CC(F)(F)F)=O)N1C)C(C#N)(C)C